CC1=NN(CN1C(F)F)C1=C(C=C(C(=C1)[N+](=O)[O-])Cl)Cl 4,5-dihydro-3-methyl-4-difluoromethyl-1-(2,4-dichloro-5-nitrophenyl)-1,2,4-triazol